3-(bromomethyl)-5-nitrophenol BrCC=1C=C(C=C(C1)[N+](=O)[O-])O